ClC=1C(=NC=CC1)N1N=C(C=C1C1=NC2=C(C(O1)=O)C=C(C=C2C)C#N)OC 2-[2-(3-chloro-2-pyridinyl)-5-methoxy-pyrazol-3-yl]-8-methyl-4-oxo-3,1-benzoxazine-6-carbonitrile